CC1(O[C@@H](CNC1)C1=NC=2C(=NC=CC2C2CCN(CC2)C(=O)C2=CC=C(C=C2)OC(F)(F)F)N1)C [4-[2-[(2S)-6,6-dimethylmorpholin-2-yl]-3H-imidazo[4,5-b]pyridin-7-yl]-1-piperidyl]-[4-(trifluoromethoxy)phenyl]methanone